O=C1NC(CCC1N1C(C2=CC=C(C=C2C1)CN(C1CCN(CC1)C1=C(C=C(C=C1)NC(C1=CC(=C(C=C1)C)C#CC1=CN=C2N1N=CC=C2)=O)C(F)(F)F)C)=O)=O N-(4-(4-(((2-(2,6-dioxopiperidin-3-yl)-1-oxoisoindoline-5-yl)methyl)(methyl)amino)piperidin-1-yl)-3-(trifluoromethyl)phenyl)-3-(imidazo[1,2-b]pyridazin-3-ylethynyl)-4-methylbenzamide